6-(4-fluoro-2-(4-methyl-4H-1,2,4-triazol-3-yl)-phenyl)isoindolin-1-one FC1=CC(=C(C=C1)C1=CC=C2CNC(C2=C1)=O)C1=NN=CN1C